C(C)(C)(CC)P(CCC)CCC tertiary-amyldi-n-propylphosphine